racemic-N-(3-(2,6-dimethoxyphenyl)-1H-pyrrolo[2,3-b]pyridin-6-yl)-5-methyl-5-azaspiro[2.3]hexane-1-carboxamide COC1=C(C(=CC=C1)OC)C1=CNC2=NC(=CC=C21)NC(=O)[C@@H]2CC21CN(C1)C |r|